1-(pyridin-2-yl)-azetidin-2-one N1=C(C=CC=C1)N1C(CC1)=O